C1(CCCC1)N1N=CC(=C1)C(=O)NCC#CC1=NN2C(C=CC=C2N[C@H]2[C@H](CN(CC2)C)F)=C1CC(F)(F)F 1-cyclopentyl-N-[3-(7-{[(3S,4R)-3-fluoro-1-methylpiperidin-4-yl]amino}-3-(2,2,2-trifluoroethyl)pyrazolo[1,5-a]pyridin-2-yl)prop-2-yn-1-yl]-1H-pyrazole-4-carboxamide